CC1(OCC[C@@H](C1)C=1C=C2C=C(N(C2=CC1)C1(C2COCC12)C1=NOC(N1)=O)C(=O)O)C 5-((S)-2,2-dimethyltetrahydro-2H-pyran-4-yl)-1-(6-(5-oxo-4,5-dihydro-1,2,4-oxadiazol-3-yl)-3-oxabicyclo[3.1.0]hexan-6-yl)-1H-indole-2-carboxylic acid